OC1=CC=C(C#N)C=C1 4-hydroxybenznitrile